(3R,7S,8S,E)-8-((t-butyldimethylsilyl)oxy)-1-(t-butyldiphenylsilyl)-3,7-dimethyldec-5-en-1-yne-3-ol [Si](C)(C)(C(C)(C)C)O[C@H]([C@H](/C=C/C[C@](C#C[Si](C1=CC=CC=C1)(C1=CC=CC=C1)C(C)(C)C)(O)C)C)CC